C(C)(C)(C)OC(N(C=1C(=NC(=CC1)Cl)N1N=C(C=C1C)C(F)F)C(=O)OC(C)(C)C)=O N-tert-butoxycarbonyl-N-[6-chloro-2-[3-(difluoromethyl)-5-methyl-pyrazol-1-yl]-3-pyridyl]carbamic acid tert-butyl ester